4-({2-[(1S)-1-methoxyethyl]phenyl}amino)-2-[(6-methoxy-2-methyl-1,2,3,4-tetrahydroisoquinolin-7-yl)amino]pyrimidine-5-carboxamide CO[C@@H](C)C1=C(C=CC=C1)NC1=NC(=NC=C1C(=O)N)NC1=C(C=C2CCN(CC2=C1)C)OC